7-(4-cyclopropyl-1H-imidazol-1-yl)-2-(6-(4-isopropyl-4H-1,2,4-triazol-3-yl)pyridin-2-yl)-3-methylisoquinolin-1(2H)-one C1(CC1)C=1N=CN(C1)C1=CC=C2C=C(N(C(C2=C1)=O)C1=NC(=CC=C1)C1=NN=CN1C(C)C)C